5-(3,5-dimethylisoxazol-4-yl)-1-(3-fluoro-4-methoxybenzyl)-3-methyl-1,3-dihydro-2H-benzo[d]imidazol-2-one CC1=NOC(=C1C1=CC2=C(N(C(N2C)=O)CC2=CC(=C(C=C2)OC)F)C=C1)C